1,3-bis(dicyclohexylphosphino)propane methyl-2,2-dimethyl-3-hydroxypropionate COC(C(CO)(C)C)=O.C1(CCCCC1)P(CCCP(C1CCCCC1)C1CCCCC1)C1CCCCC1